N-benzyl-1-(4-ethoxybenzyl)-7-isobutyl-5-oxooctahydro-3aH-3,6-methanopyrrolo[3,2-b]pyridine-3a-carboxamide C(C1=CC=CC=C1)NC(=O)C12NC(C3C(C1N(CC2C3)CC3=CC=C(C=C3)OCC)CC(C)C)=O